(1S,2S,3R,4S,6R)-3-(((2S,3R,4R,5S,6R)-4-acetoxy-3-azido-5-hydroxy-6-(hydroxymethyl) tetrahydro-2H-pyran-2-yl) oxy)-4,6-diazidocyclohexane-1,2-diyl diacetate C(C)(=O)O[C@@H]1[C@H]([C@@H]([C@H](C[C@H]1N=[N+]=[N-])N=[N+]=[N-])O[C@H]1O[C@@H]([C@H]([C@@H]([C@H]1N=[N+]=[N-])OC(C)=O)O)CO)OC(C)=O